1-dimethyloctyl-benzene CC(CCCCCCC)(C1=CC=CC=C1)C